(1-((trans)-2-((2-(2,4-dioxo-3-azabicyclo[3.1.1]heptan-1-yl)-1-oxoisoindolin-5-yl)oxy)cyclohexyl)azetidin-3-yl)benzonitrile O=C1C2(CC(C(N1)=O)C2)N2C(C1=CC=C(C=C1C2)O[C@H]2[C@@H](CCCC2)N2CC(C2)C2=C(C#N)C=CC=C2)=O